FC1=C(C(=C(C=C1OC)OC)F)N1C(N(C2=C(C1)C=NC(=C2)C=2C(=NN(C2)C)C)C=2C=NN(C2)CC)=O 3-(2,6-difluoro-3,5-dimethoxyphenyl)-7-(1,3-dimethyl-1H-pyrazol-4-yl)-1-(1-ethyl-1H-pyrazol-4-yl)-3,4-dihydropyrido[4,3-d]pyrimidin-2(1H)-one